8-[1-(2,2-Difluoro-ethyl)-1H-indol-4-yl]-6-fluoro-1,4,4,9-tetramethyl-5H-[1,2,4]triazolo[4,3-a]quinoxaline FC(CN1C=CC2=C(C=CC=C12)C1=CC(=C2NC(C=3N(C2=C1C)C(=NN3)C)(C)C)F)F